[Cl-].C(=O)(O)C1=C(C=CC=C1)C=1C2=CC=C(C=C2OC2=CC(C=CC12)=[N+](CC)CC)N(CC)CC [9-(2-Carboxyphenyl)-6-diethylamino-3-xanthenyliden]-diethylammonium chlorid